FC=1C=CC=CC1SC 3-fluoro-4-(methylsulfanyl)benzene